COC1=CC2=C(N=C(S2)C)C=C1 6-methoxy-2-methylbenzothiazole